3-[7-fluoro-6-(4-piperidyl)-1H-indazol-3-yl]piperidine-2,6-dione FC=1C(=CC=C2C(=NNC12)C1C(NC(CC1)=O)=O)C1CCNCC1